CC(CC(C)(C)C)(C)C1=CC=C(C=C1)OC1=CC=C(C=C1)C(CC(C)(C)C)(C)C [4-(1,1,3,3-tetramethylbutyl)phenyl]ether